(7S,8R)-7-((S)-5H-Imidazo[5,1-a]isoindol-5-yl)-5,6,7,8-tetrahydroisochinolin-8-ol C=1N=CN2C1C1=CC=CC=C1[C@@H]2[C@@H]2CCC=1C=CN=CC1[C@@H]2O